2-((2-methylundec-1-yl)oxy)benzene ammonium methanesulfinate CS(=O)[O-].[NH4+].CC(COC1=CC=CC=C1)CCCCCCCCC